(8-phosphono-octyl)-phosphonic acid P(=O)(O)(O)CCCCCCCCP(O)(O)=O